O(C1=CC=CC=C1)C=1C=C(C=CC1)C1=NNN=C1C#N 4-(3-phenoxylphenyl)-5-cyano-2H-1,2,3-triazole